pinanyl-pyrimidine C12(C(CCC(C1(C)C)C2)C)C2=NC=CC=N2